(±)-trans-N-(8-chloro-6-(4-methylisothiazol-3-yl)isoquinolin-3-yl)-2-cyanocyclopropanecarboxamide ClC=1C=C(C=C2C=C(N=CC12)NC(=O)[C@H]1[C@@H](C1)C#N)C1=NSC=C1C |r|